ClC1=C(N=C2N1C=1N=CC(=CC1CC2)F)C2CCN(CC2)C(=O)OC(C(F)(F)F)CO 1,1,1-trifluoro-3-hydroxypropan-2-yl 4-(9-chloro-3-fluoro-5,6-dihydroimidazo[1,2-a][1,8]naphthyridin-8-yl)piperidine-1-carboxylate